CC[C@@]12CCC[C@H]1[C@@H]1CCC3=CCCC[C@@H]3[C@H]1C(C2)=C 18-methyl-11-methyleneestra-4-ene